ClC=1C=CC=C(C1[N+](=O)[O-])Cl 3,5-dichloro-4-nitrobenzene